C(#N)CC=1C=C(C(=C(C#N)C1)C(C)O)C1=CC2=C(NC=N2)C=C1 5-cyanomethyl-2-(1-hydroxyethyl)-3-(1H-benzimidazol-5-yl)benzonitrile